CC1(OB(OC1(C)C)C1=CC2=C(NC(O2)=O)C=C1)C 6-(4,4,5,5-tetramethyl-1,3,2-dioxaborolan-2-yl)benzo[d]oxazol-2(3H)-one